ClC1=C(C=CC=C1)C1=C(C=C(C(=C1)OC)OC)S(=O)(=O)N1CCC(CC1)(C(=O)N[C@H](C)\C=C/S(=O)(=O)C)F (R,Z)-1-((2'-chloro-4,5-dimethoxy-[1,1'-biphenyl]-2-yl)sulfonyl)-4-fluoro-N-(4-(methylsulfonyl)but-3-en-2-yl)piperidine-4-carboxamide